COC=1C=C(C=C(C1OC)OC)NC=1C=2N(C=C(N1)C1=CC=3OCC(NC3N=C1)=O)N=CN2 7-(8-((3,4,5-trimethoxyphenyl)amino)-[1,2,4]triazolo[1,5-a]pyrazin-6-yl)-2H-pyrido[3,2-b][1,4]oxazin-3(4H)-one